di(methyl)isopropyl-(isobutoxy)silane C[Si](OCC(C)C)(C(C)C)C